(E)-6-(6-(2-(5-cyclopropyl-3-(3,5-dichloropyridin-4-yl)isoxazol-4-yl)vinyl)-3-azabicyclo[3.1.0]hex-3-yl)-4-((4-methoxybenzyl)oxy)quinoline-2-carboxylic acid C1(CC1)C1=C(C(=NO1)C1=C(C=NC=C1Cl)Cl)/C=C/C1C2CN(CC12)C=1C=C2C(=CC(=NC2=CC1)C(=O)O)OCC1=CC=C(C=C1)OC